CC1=NC(=NO1)C1=CC=C2C=CN=C(C2=C1)NCCC1=NC=2C(=NC=C(C2)C(=O)OCC)N1 1-Ethyl 2-(2-((7-(5-methyl-1,2,4-oxadiazol-3-yl)isoquinolin-1-yl)amino)ethyl)-3H-imidazo[4,5-b]pyridine-6-carboxylate